5,5',5''-(((benzene-1,3,5-triyl-tris(ethyne-2,1-diyl))tris(benzene-4,1-diyl))tris(ethyne-2,1-diyl))triisophthalate C1(=CC(=CC(=C1)C#CC1=CC=C(C=C1)C#CC=1C=C(C=C(C(=O)[O-])C1)C(=O)[O-])C#CC1=CC=C(C=C1)C#CC=1C=C(C=C(C(=O)[O-])C1)C(=O)[O-])C#CC1=CC=C(C=C1)C#CC=1C=C(C=C(C(=O)[O-])C1)C(=O)[O-]